CC1(OB(OC1(C)C)C1=CCC2(CCCO2)CC1)C 4,4,5,5-tetramethyl-2-{1-oxaspiro[4.5]dec-7-en-8-yl}-1,3,2-dioxaborolane